ClC1=C(C=CC=C1CC(CN1N=CN=C1)(O)C1(CC1)Cl)O 2-chloro-3-(2-(1-chlorocyclopropyl)-2-hydroxy-3-(1H-1,2,4-triazol-1-yl)propyl)phenol